2-(3-fluorophenyl)-N-[(2S)-1-hydroxy-3-methylbut-2-yl]-6-(4-methylphenyl)-3-oxo-2,3-dihydropyridazin-4-carboxamide FC=1C=C(C=CC1)N1N=C(C=C(C1=O)C(=O)N[C@H](CO)C(C)C)C1=CC=C(C=C1)C